C1(CC1)N1CCP(CC1)(=O)C1=CC(=C(C=C1)NC=1N=C(C2=C(N1)NC=C2C#N)NC2CC2)OC 2-((4-(1-cyclopropyl-4-oxido-1,4-azaphosphinan-4-yl)-2-methoxyphenyl)amino)-4-(cyclopropylamino)-7H-pyrrolo[2,3-d]pyrimidine-5-carbonitrile